NC=1C(=NN(C1)C1CCC(CC1)CO)C ((1r,4r)-4-(4-amino-3-methyl-1H-pyrazol-1-yl)cyclohexyl)methanol